FC1=C(C=CC(=C1)F)C(CN1CCC(CC1)NC1=CC=C(C=C1)OC1=CC=C(C=C1)C)(CN1N=CN=C1)O 2-(2,4-difluorophenyl)-1-(4-((4-(p-tolyloxy)phenyl)amino)piperidin-1-yl)-3-(1H-1,2,4-triazol-1-yl)propan-2-ol